CNC(=O)C1=NC=CC(=C1)OC1=C(C=C(C=C1)N)F 4-(4-aminofluorophenoxy)pyridine-2-carboxylic acid methylamide